FC([C@@H]1C[C@@H](OC1)C=1C(=NC(=CC1)N1C=NC2=C1C=CC(=C2)NC=2N=NC(=CC2)C)N2N=C(C=C2C)C#N)F 1-[3-[(2R,4R)-4-(difluoromethyl)tetrahydrofuran-2-yl]-6-[5-[(6-methylpyridazin-3-yl)amino]benzimidazol-1-yl]-2-pyridyl]-5-methyl-pyrazole-3-carbonitrile